8-bromo-4-((4-fluorophenyl)amino)indolo[2,1-b]quinazoline-6,12-dione BrC=1C=C2C(C3=NC4=C(C=CC=C4C(N3C2=CC1)=O)NC1=CC=C(C=C1)F)=O